ClC=1C=C2C3=C(NC2=CC1)[C@@H](N(CC3)C(=O)OC(C)(C)C)CC(CO)CO tert-butyl (1S)-6-chloro-1-[3-hydroxy-2-(hydroxymethyl)propyl]-1,3,4,9-tetrahydropyrido[3,4-b]indole-2-carboxylate